(2r,3s,5r)-2-((((1r,3r,6s)-6-(5-fluoropyrimidin-2-yl)bicyclo[4.1.0]hept-3-yl)oxy)methyl)-5-methyl-3-(methylsulfonylamino)pyrrolidine-1-carboxylic acid isopropyl ester C(C)(C)OC(=O)N1[C@H]([C@H](C[C@H]1C)NS(=O)(=O)C)CO[C@H]1C[C@H]2C[C@]2(CC1)C1=NC=C(C=N1)F